CO\N=C(\C(=O)O)/CC1=CC=C(C=C1)C (E)-2-(methoxyimino)-3-(p-tolyl)propanoic acid